C(C)(C)(C)OC(=O)N1C=CC2=CC(=CC=C12)OC1=CC(=CC=C1)C(=O)OC.CC1=NC2=C(N1)C=C(C=C2)OC2=CC=C1N=CC=NC1=C2 7-((2-methyl-1H-benzo[d]Imidazol-6-yl)oxy)quinoxaline tert-butyl-5-(3-(methoxycarbonyl)phenoxy)-1H-indole-1-carboxylate